(S)-methyl 2-(3-chloro-6-oxo-4-(trifluoromethyl) pyridazin-1(6H)-yl)-4-methylpentanoate ClC1=NN(C(C=C1C(F)(F)F)=O)[C@H](C(=O)OC)CC(C)C